menthol anthranilate (Menthyl-Anthranilate) C1(CC(C(CC1)C(C)C)NC=1C(C(=O)O)=CC=CC1)C.C(C=1C(N)=CC=CC1)(=O)O.C1(CC(C(CC1)C(C)C)O)C